(2'-(Boc)-4'-oxo-3',4'-dihydro-2'H-spiro[cyclopropane-1,1'-isoquinoline]-7'-yl)boronic acid C(=O)(OC(C)(C)C)N1C2(C3=CC(=CC=C3C(C1)=O)B(O)O)CC2